3-(3,4,5-trimethoxybenzylidene)-5-(2-fluorobenzylidene)-N-(4-acetamidobenzenesulfonyl)-4-piperidone COC=1C=C(C=C2CN(CC(C2=O)=CC2=C(C=CC=C2)F)S(=O)(=O)C2=CC=C(C=C2)NC(C)=O)C=C(C1OC)OC